C(CCC)OC1=C(C=C(C=C1)C=1[C@@H](NC(NN1)=O)C)C(F)(F)F (5S)-6-[4-butoxy-3-(trifluoromethyl)phenyl]-5-methyl-4,5-dihydro-1,2,4-triazin-3(2H)-one